FC1=C(C=C(C=C1C)C1=C(C=C(C=C1C)F)C)[C@H](CC(=O)O)NC(C(CC(C)C)N1C(C(=C(C(=C1)CCN1CC(C1)OC)C)F)=O)=O (3S)-3-(4,4'-difluoro-2',5,6'-trimethyl-[1,1'-biphenyl]-3-yl)-3-(2-(3-fluoro-5-(2-(3-methoxyazetidin-1-yl)ethyl)-4-methyl-2-oxopyridin-1(2H)-yl)-4-methylpentanamido)propanoic acid